F/C=C(\CNC(OC(C)(C)C)=O)/COC=1C=C2CCN(C(C2=CC1)=O)CC(=O)NCCS(=O)(=O)C Tert-Butyl N-[(E)-3-Fluoro-2-[[2-[2-(2-methanesulfonylethylamino)-2-oxo-ethyl]-1-oxo-3,4-dihydroisoquinolin-6-yl]oxymethyl]allyl]carbamate